OC1C2CC3(CC(CC1C3)C2)CNC2=C(C=C(C=C2)S(=O)(=O)C2=CC(=C(C(=O)N)C=C2)OC=2C=C3C(=NC2)NC=C3)[N+](=O)[O-] 4-{[4-({[(E)-4-hydroxy-1-adamantyl]methyl}amino)-3-nitrophenyl]sulfonyl}-2-(1H-pyrrolo[2,3-b]pyridin-5-yloxy)benzamide